(S)-3-((2,4-Difluorobenzyl)oxy)-6,7,8,9,9a,10-hexahydro-1H-pyrido[1',2':3,4]imidazo[1,2-c]pyrimidin-1-one FC1=C(COC=2C=C3N(C(N2)=O)C[C@H]2N3CCCC2)C=CC(=C1)F